CN1C2=C(OCC(C1=O)NC(=O)C1=NOC(=C1)CC(F)(F)F)C=CC=C2 N-(5-methyl-4-oxo-2,3,4,5-tetrahydrobenzo[b][1,4]oxazepin-3-yl)-5-(2,2,2-trifluoroethyl)isoxazole-3-carboxamide